8-(trans-4-aminocyclohexyloxy)-5,5-dimethyl-7-pyrrol-1-yl-6H-benzo[H]quinazolin-4-amine N[C@@H]1CC[C@H](CC1)OC=1C=CC2=C(CC(C=3C(=NC=NC23)N)(C)C)C1N1C=CC=C1